CC1=NN(C(=C1)C)C=1C=C(C=CC1)[C@H](CC(=O)OC)CNC1CC2(C1)CCN(CC2)CC2=NC=1NCCCC1C=C2 methyl (S)-3-(3-(3,5-dimethyl-1H-pyrazol-1-yl)phenyl)-4-((7-((5,6,7,8-tetrahydro-1,8-naphthyridin-2-yl)methyl)-7-azaspiro[3.5]nonan-2-yl)amino)butanoate